6-bromo-2-(4-fluorophenyl)-[1,2,4]triazolo[1,5-a]pyridine BrC=1C=CC=2N(C1)N=C(N2)C2=CC=C(C=C2)F